(S)-(9H-fluoren-9-yl)methyl (4-(5,5-dimethyl-3,6-dioxopiperazin-2-yl)butyl)carbamate CC1(NC([C@@H](NC1=O)CCCCNC(OCC1C2=CC=CC=C2C=2C=CC=CC12)=O)=O)C